C(C)(C)N1C(=NC(=C1)C(F)(F)F)C1=CC2=C(CN(CCO2)C(=O)OC(C)(C)C)C=C1 tert-butyl 8-(1-isopropyl-4-(trifluoromethyl)-1H-imidazol-2-yl)-2,3-dihydrobenzo[f][1,4]oxazepin-4(5H)-carboxylate